C(CCC)C1=NC=2C(=C3C(=NC2N)C=C(S3)C3CCN(CC3)CCOCCOCCOCCOCCOC)N1CC1CCN(CC1)C 2-butyl-1-[(1-methylhexahydropyridin-4-yl)methyl]-7-[1-(2,5,8,11,14-pentoxahexadecan-16-yl)hexahydropyridin-4-yl]thieno[3,2-b]imidazo[4,5-d]pyridine-4-amine